FC([C@@H]1CCN(C2=C(O1)N=C1C(=C2)C=CN1)C1=C(C(=O)N)C=CC=C1)(F)F 2-((S)-4-(trifluoromethyl)-3,4-dihydro-2H-pyrrolo[3',2':5,6]pyrido[2,3-b][1,4]oxazepin-1(7H)-yl)benzamide